FC1=CC=C(C(=O)N[C@H](C(=O)NC2=CC=C(C=C2)S(=O)(=O)CC(C)(C)C)CC2=CC=CC=C2)C=C1 (S)-4-fluoro-N-(1-(4-(2,2-Dimethyl-propyl-sulfonyl)phenylamino)-1-oxo-3-phenylpropan-2-yl)benzamide